C(CCCCCCC)N(CCO)CCCCCCCC 2-(dioctylamino)-ethanol